(1R,2R)-1,2-bis(4-methylphenyl)ethylenediamine CC1=CC=C(C=C1)[C@H]([C@H](N)C1=CC=C(C=C1)C)N